2-HYDROXY-2-METHYL-BUT-3-ENOIC ACID OC(C(=O)O)(C=C)C